Cl.CN(C)CC1CC(CCC1(C1=CC(=CC=C1)OC)O)N(S(=O)(=O)C1=CC=CC=C1)C N-(3-((Dimethylamino)methyl)-4-hydroxy-4-(3-methoxyphenyl)cyclohexyl)-N-methylbenzenesulfonamide hydrochloride